1-((isobutyryloxy)methyl)-3-((2-(nitrooxy)ethyl)carbamoyl)pyridine C(C(C)C)(=O)OCN1CC(=CC=C1)C(NCCO[N+](=O)[O-])=O